C(C)(C)(C)OC(=O)N1CCN(CC1)CCNC(=O)C1=CC=CC=2N(C(NC21)=O)C2CCC(CC2)C(NC2=CC(=C(C=C2)C)OC)=O 4-[2-[[1-[4-[(3-methoxy-4-methyl-phenyl)carbamoyl]cyclohexyl]-2-oxo-3H-benzimidazole-4-carbonyl]amino]ethyl]piperazine-1-carboxylic acid tert-butyl ester